tert-Butyl (R)-(2-(2-oxo-3-(3-oxo-4-((2-(trimethylsilyl)ethoxy)methyl)-3,4-dihydro-2H-pyrazino[2,3-b][1,4]oxazin-6-yl)oxazolidin-5-yl)ethyl)carbamate O=C1O[C@@H](CN1C1=NC2=C(OCC(N2COCC[Si](C)(C)C)=O)N=C1)CCNC(OC(C)(C)C)=O